3-(7-((1-(bicyclo[1.1.1]pentane-1-carbonyl)piperidin-4-yl)oxy)-1-methyl-1H-indazol-3-yl)piperidine-2,6-dione C12(CC(C1)C2)C(=O)N2CCC(CC2)OC=2C=CC=C1C(=NN(C21)C)C2C(NC(CC2)=O)=O